O=CC[C@@H](O)[C@H](O)[C@H](O)CO deoxy-D-glucose